N[C@H](C(=O)NCCOCCN1C(C=CC1=O)=O)CCN(C(CO)=O)[C@H](C(C)(C)C)C=1N(C=C(C1)C1=C(C=CC(=C1)F)F)CC1=CC=CC=C1 (2S)-2-amino-4-[{(1R)-1-[1-benzyl-4-(2,5-difluorophenyl)-1H-pyrrol-2-yl]-2,2-dimethylpropyl}(glycoloyl)amino]-N-{2-[2-(2,5-dioxo-2,5-dihydro-1H-pyrrol-1-yl)ethoxy]ethyl}butanamide